Methylenebis(4,4'-dimethyl-2-oxazoline) C(C=1OCC(N1)(C)C)C=1OCC(N1)(C)C